((S)-2-(2-Chloro-6-fluorophenyl)pyrrolidin-1-yl)-3-fluoro-N-((R,E)-4-(methylsulfonyl)but-3-en-2-yl)picolinamide ClC1=C(C(=CC=C1)F)[C@H]1N(CCC1)C1=C(C(=NC=C1)C(=O)N[C@H](C)\C=C\S(=O)(=O)C)F